C(C=C)N(CC1=CC=C(C=C1)C(F)(F)F)CC1=NN2C(=NC=3C(=CC=CC3C2=N1)OC)N 2-((allyl(4-(trifluoromethyl)benzyl)amino)methyl)-7-methoxy-[1,2,4]triazolo[1,5-c]quinazolin-5-amine